BrC1=C2C=NN(C2=CC(=C1COCCOC[C@H]1CN(CCC1)C(=O)OC(C)(C)C)Cl)C1OCCCC1 tert-Butyl (3R)-3-((2-((4-bromo-6-chloro-1-(tetrahydro-2H-pyran-2-yl)-1H-indazol-5-yl)methoxy)ethoxy)methyl)piperidine-1-carboxylate